(5R)-5-Ethyl-3-[5-(7-methylspiro[2H-benzofuran-3,1'-cyclopropan]-4-yl)oxypyrazin-2-yl]imidazolidin-2,4-dion C(C)[C@@H]1C(N(C(N1)=O)C1=NC=C(N=C1)OC1=CC=C(C2=C1C1(CC1)CO2)C)=O